N-benzyl-N,N-dimethyl-amine C(C1=CC=CC=C1)N(C)C